bis(2-ethylhexyl) 2-ethylhexylphosphonate C(C)C(CP(OCC(CCCC)CC)(OCC(CCCC)CC)=O)CCCC